2,5-dihydroxyphthalic acid OC1(C(C(=O)O)C=C(C=C1)O)C(=O)O